ClC=1C=C2NC(NC3=CN=C(C(OCCCCOC2=CC1NCC1=CN=CS1)=N3)C#N)=O 7-Chloro-3-oxo-8-(1,3-thiazol-5-ylmethylamino)-11,16-dioxa-2,4,19,21-tetrazatricyclo[15.3.1.05,10]henicosa-1(20),5,7,9,17(21),18-hexaene-18-carbonitrile